tellurium-germanium [Ge].[Te]